N-(5-(4-(4-(2,4-dioxotetrahydropyrimidin-1(2H)-yl)-3-fluorobenzyl)piperazin-1-yl)-1-((1s,4s)-4-(hydroxymethyl)cyclohexyl)-1H-benzo[d]imidazol-2-yl)-3-(trifluoromethyl)benzamide O=C1N(CCC(N1)=O)C1=C(C=C(CN2CCN(CC2)C2=CC3=C(N(C(=N3)NC(C3=CC(=CC=C3)C(F)(F)F)=O)C3CCC(CC3)CO)C=C2)C=C1)F